(cyclooct-2-ene-1-carbonyl)-L-tyrosine C1(C=CCCCCC1)C(=O)N[C@@H](CC1=CC=C(C=C1)O)C(=O)O